(4aS,10bR)-8-chloro-4-methyl-1,2,4a,5,6,10b-hexahydrobenzo[f]quinolin-3-one ClC1=CC2=C([C@H]3CCC(N([C@H]3CC2)C)=O)C=C1